C1(CCC1)C1=NC(=CC=C1O[C@@H]1C[C@H](CCC1)C(=O)OC)C=1N=NN(C1COC(N(CCC)C)=O)C methyl (1S,3S)-3-((2-cyclobutyl-6-(1-methyl-5-(((methyl(propyl)carbamoyl)oxy)methyl)-1H-1,2,3-triazol-4-yl)pyridin-3-yl)oxy)cyclohexane-1-carboxylate